O1C2=C(OCC1)C=C(C=C2)C2=CC=C(C=C2)CCCC(=O)NC=2C=NC=CC2 4-(4-(2,3-dihydrobenzo[b][1,4]dioxin-6-yl)phenyl)-N-(pyridin-3-yl)butanamide